CC(=C)[C@@H]1CC[C@]2([C@H]1[C@H]3CC[C@@H]4[C@]5(CC[C@H]([C@@]([C@@H]5CC[C@]4([C@@]3(CC2)C)C)(C)C(=O)O)O)C)C(=O)O 3α-hydroxylup-20(29)-ene-23,28-dioic acid